COC1=CC=C(CNC=2C3=C(C=NC2)C=NN3C)C=C1 N-(4-METHOXYBENZYL)-1-METHYL-1H-PYRAZOLO[4,3-C]PYRIDIN-7-AMINE